CC1=C(C(=O)NC2(CC2)C2=CC=CC3=CC=CC=C23)C=C(C=C1)OC1CNCCC1 2-Methyl-N-(1-(naphthalen-1-yl)cyclopropyl)-5-(piperidin-3-yloxy)benzamide